4-O-(6-azido-6-deoxy-beta-D-glucopyranosyl)-D-glucose N(=[N+]=[N-])C[C@@H]1[C@H]([C@@H]([C@H]([C@@H](O1)O[C@@H]([C@@H]([C@H](C=O)O)O)[C@H](O)CO)O)O)O